tert-butyl (1-(2-((6-amino-9H-purin-9-yl)methyl)-5-chloro-3-ethylphenyl)-3-(3-hydrazinyl-3-oxopropyl)pyrrolidin-3-yl)carbamate NC1=C2N=CN(C2=NC=N1)CC1=C(C=C(C=C1CC)Cl)N1CC(CC1)(CCC(=O)NN)NC(OC(C)(C)C)=O